5-(5-chloro-1-methyl-1H-pyrrolo[2,3-c]pyridin-2-yl)-6-methyl-1H-indazole ClC=1C=C2C(=CN1)N(C(=C2)C=2C=C1C=NNC1=CC2C)C